1-((3R,4S)-3-((5-(1-(2,2-difluoroethyl)-2-methyl-1H-benzo[d]imidazol-6-yl)-6-fluoro-4-methoxypyrrolo[2,1-f][1,2,4]triazin-2-yl)amino)-4-fluoropyrrolidin-1-yl)ethan-1-one FC(CN1C(=NC2=C1C=C(C=C2)C=2C(=CN1N=C(N=C(C12)OC)N[C@@H]1CN(C[C@@H]1F)C(C)=O)F)C)F